COC=1C=C(C=C(C1OC=1C=CC2=C(N(C=N2)C)C1)OC)N1N=C(C(NC1=O)=O)C#N 2-(3,5-dimethoxy-4-((1-methyl-1H-benzo[d]imidazol-6-yl)oxy)phenyl)-3,5-dioxo-2,3,4,5-tetrahydro-1,2,4-triazine-6-carbonitrile